BrC=1C=C(C=CC1)C1=NN2C(C(=CC(=C2)C2=CC=CC=C2)C2=CC=CC=C2)=N1 2-(3-bromophenyl)-6,8-diphenyl-[1,2,4]triazolo[1,5-a]pyridine